ClC(C(=O)N[C@H](C(=O)N1[C@@H]([C@H]2[C@H]3CC[C@@H]([C@H]2C1)C3)C(=O)N[C@@H](C[C@H]3C(NCC3)=O)C#N)C(C)(C)C)(F)F (1S,2S,3S,6R,7R)-4-[(2S)-2-(2-chloro-2,2-difluoroacetamido)-3,3-dimethylbutanoyl]-N-[(1S)-1-cyano-2-[(3S)-2-oxopyrrolidin-3-yl]ethyl]-4-azatricyclo[5.2.1.0^{2,6}]decane-3-carboxamide